ClC1=C(C(=O)N)C(=CC(=N1)Cl)NC=1C(=NC=CC1)C 2,6-dichloro-4-[(2-methylpyridin-3-yl)amino]nicotinamide